nicotine phenylpropionate C1(=CC=CC=C1)OC(CC)=O.N1=CC=CC(=C1)C1N(C)CCC1